3-((8-fluoro-2-(6-methoxypyridin-3-yl)-2,3-dihydrobenzo[b][1,4]dioxin-6-yl)methyl)-6-(3-methoxyazetidin-1-yl)pyrazolo[1,5-a]pyridine FC1=CC(=CC2=C1OC(CO2)C=2C=NC(=CC2)OC)CC=2C=NN1C2C=CC(=C1)N1CC(C1)OC